C(CCCC)C1OC2=C(C(N1)=O)C=C(C=C2)N 2-pentyl-6-amino-2H-benzo[e][1,3]oxazin-4(3H)-one